N(=[N+]=[N-])CC1=CC=C(C(=O)NCCNC(OC(C)(C)C)=O)C=C1 tert-butyl (2-(4-(azidomethyl)benzamido)ethyl)carbamate